2-(2,4-dioxo-1H-pyrimidin-5-yl)-4-[3-[2-(1-piperidinyl)ethoxy]pyrrolidin-1-yl]thieno[2,3-b]pyridine-5-carbonitrile O=C1NC=C(C(N1)=O)C1=CC=2C(=NC=C(C2N2CC(CC2)OCCN2CCCCC2)C#N)S1